(1H-pyrrol-2-yl)formic acid N1C(=CC=C1)C(=O)O